2-(((3-Butyl-3-ethyl-5-(4-fluorophenyl)-7-(methylsulfanyl)-1,1-dioxo-2,3,4,5-tetrahydro-1,5-benzothiazepin-8-yl)methyl)thio)-2-methylpropanoic acid methyl ester COC(C(C)(C)SCC1=CC2=C(N(CC(CS2(=O)=O)(CC)CCCC)C2=CC=C(C=C2)F)C=C1SC)=O